C(CC)NC(C(CC)(C(C)C)C(C)C)=O N-propyl-2,2-diisopropylbutanamide